C[Si](O[Si](C)(C)CCO)(C)CCO (1,1,3,3-tetramethyl-1,3-disiloxanediyl)diethanol